C(C)(=O)NC1=CC=C(C=C1)NC(C1=C(N=CC(=C1)C1=CC=C(C=C1)C(N)=O)N)=O N-(4-acetamidophenyl)-2-amino-5-(4-carbamoylphenyl)nicotinamide